nickel cyclohexaneate C1(CCCCC1)C(=O)[O-].[Ni+2].C1(CCCCC1)C(=O)[O-]